(1S,3aS,6aR)-N-((R)-1-cyano-2-((R)-2-oxopiperidin-3-yl)ethyl)-2-(4,7-difluoro-6-chloro-1H-indole-2-carbonyl)-5,5-difluorooctahydrocyclopenta[c]pyrrole-1-carboxamide C(#N)[C@@H](C[C@@H]1C(NCCC1)=O)NC(=O)[C@H]1N(C[C@@H]2[C@H]1CC(C2)(F)F)C(=O)C=2NC1=C(C(=CC(=C1C2)F)Cl)F